(S)-4-(4-((5-(((2-(2,6-dioxopiperidin-3-yl)-3-oxo-2,3-dihydro-1H-indazol-7-yl)oxy)methyl)pyridin-2-yl)thio)piperidin-1-yl)-3-fluorobenzonitrile O=C1NC(CC[C@@H]1N1NC2=C(C=CC=C2C1=O)OCC=1C=CC(=NC1)SC1CCN(CC1)C1=C(C=C(C#N)C=C1)F)=O